2,2,3,3-tetrachloropropyl acrylate C(C=C)(=O)OCC(C(Cl)Cl)(Cl)Cl